CC1(OB(OC1(C)C)CCCCC(C)=O)C 6-(4,4,5,5-tetramethyl-1,3,2-dioxaborolan-2-yl)hexan-2-one